6-((2-((3R,4R)-3-amino-4-fluoropiperidin-1-yl)-5,7-difluoro-1H-benzo[d]imidazol-1-yl)methyl)nicotinonitrile N[C@@H]1CN(CC[C@H]1F)C1=NC2=C(N1CC1=NC=C(C#N)C=C1)C(=CC(=C2)F)F